(E)-N-(4-(1-(5-(3-(4-((2-(2,6-dioxopiperidin-3-yl)-1-oxoisoindolin-4-yl)thio)butyl)imidazolidin-1-yl)picolinoyl)piperidin-4-yl)butyl)-3-(6-methylpyrazin-2-yl)acrylamide O=C1NC(CCC1N1C(C2=CC=CC(=C2C1)SCCCCN1CN(CC1)C=1C=CC(=NC1)C(=O)N1CCC(CC1)CCCCNC(\C=C\C1=NC(=CN=C1)C)=O)=O)=O